hexenyltetramethyldisiloxane C(=CCCCC)[SiH](O[Si](C)(C)C)C